C(C=C)C=1C=C(C=CC1)C[C@H](C(=O)OC(C)(C)C)[C@@H]1CN(CC1)C(=O)OC(C)(C)C tert-butyl (R)-3-((S)-3-(3-allylphenyl)-1-(tert-butoxy)-1-oxopropan-2-yl)pyrrolidine-1-carboxylate